4-(Imidazo[1,2-a]pyrimidin-2-yl)phenol N=1C(=CN2C1N=CC=C2)C2=CC=C(C=C2)O